pentan-1,2,5-triol C(C(CCCO)O)O